BrC=1C(CCC2=C(C1C1=CC=C(C=C1)N1CCC(CC1)C(OC)OC)C=CC(=C2)OC)C 1-(4-(8-bromo-3-methoxy-7-methyl-6,7-dihydro-5H-benzo[7]annulen-9-yl)phenyl)-4-(dimethoxymethyl)piperidine